Br[Si](N([Si](Br)(Br)Br)CC(C)C)(Br)Br 1,1,1,3,3,3-hexabromo-2-iso-butyldisilazane